4,5-dibromo-3-methyl-isothiazole BrC=1C(=NSC1Br)C